ClC=1N=C(C2=C(N1)CC[S@]2=O)NC2(CC(C2)(F)F)CO (R)-2-chloro-4-((3,3-difluoro-1-(hydroxymethyl)cyclobutyl)amino)-6,7-dihydrothieno[3,2-d]Pyrimidine 5-oxide